trifluoromethyl-N-(4-chlorophenyl)acetyl-hydrazono chloride FC(F)(F)N(N(Cl)Cl)C(CC1=CC=C(C=C1)Cl)=O